ClC1=C(N=C(C=2C(N3[C@@H](COC21)CN(CC3)C(=O)OC(C)(C)C)=O)NC(C)C)C3=C(C=CC=C3O)F tert-butyl (6aR)-4-chloro-3-(2-fluoro-6-hydroxyphenyl)-1-(isopropylamino)-12-oxo-6a,7,9,10-tetrahydro-12H-pyrazino[2,1-c]pyrido[3,4-f][1,4]oxazepine-8(6H)-carboxylate